CC(C)(C)[S@](=O)N=CC1=NC=CN=C1 (S)-2-methyl-N-(pyrazin-2-ylmethylene)propane-2-sulfinamide